C(C)OC(=O)C=1OC(CC1OS(=O)(=O)C(F)(F)F)C1CC1 5-cyclopropyl-3-(((trifluoromethyl)sulfonyl)oxy)-4,5-dihydrofuran-2-carboxylic acid ethyl ester